ClC=1C(N(C(N(C1C)C)=O)CC1=NC(=NO1)C[C@H](O)C1=CC=C(C=C1)Cl)=O 5-chloro-3-({3-[(2S)-2-(4-chlorophenyl)-2-hydroxyethyl]-1,2,4-oxadiazol-5-yl}methyl)-1,6-dimethyl-1,2,3,4-tetrahydropyrimidine-2,4-dione